4-bromo-N'-(O-(tert-butyldimethylsilyl)-N-(3-chloro-4-cyanophenyl)-D-threonyl)benzoyl-hydrazine BrC1=CC=C(C(=O)NNC([C@H](NC2=CC(=C(C=C2)C#N)Cl)[C@@H](O[Si](C)(C)C(C)(C)C)C)=O)C=C1